OC(CN1C(C(=NC=C1)C(=O)N)=O)CO 4-(2,3-dihydroxypropyl)-3-oxo-3,4-dihydropyrazine-2-formamide